1-fluoro-N-((6S,7S)-5-(3-methoxyazetidine-1-carbonyl)-6-((2,3',5'-trifluoro-[1,1'-biphenyl]-3-yl)methyl)-5-azaspiro[2.4]heptan-7-yl)methanesulfonamide FCS(=O)(=O)N[C@@H]1[C@@H](N(CC12CC2)C(=O)N2CC(C2)OC)CC=2C(=C(C=CC2)C2=CC(=CC(=C2)F)F)F